5-(difluoromethoxy)-4-((4-ethylpiperazin-1-yl)methyl)-2-methoxyaniline FC(OC=1C(=CC(=C(N)C1)OC)CN1CCN(CC1)CC)F